N1C=NC=C1NC=1C(=NC=C(C(=O)NC2=CC=C(C=C2)OC(F)(F)Cl)C1)N1C[C@@H](CC1)O (R)-5-((1H-imidazol-5-yl)amino)-N-(4-(chlorodifluoromethoxy)phenyl)-6-(3-Hydroxypyrrolidin-1-yl)nicotinamide